C(C1=CC=CC=C1)N(C=1C=2N(N=C(C1)O[C@H]1CN(CCC1)C(=O)OC(C)(C)C)C(=CN2)C2CC2)C(=O)OC(C)(C)C tert-butyl (R)-3-((8-(benzyl(tert-butoxycarbonyl)amino)-3-cyclopropylimidazo[1,2-b]pyridazin-6-yl)oxy)piperidine-1-carboxylate